D-p-fluorophenylalanine FC1=CC=C(C[C@@H](N)C(=O)O)C=C1